COC1=CC=C(C[C@@H]2NCCC=3CCCCC23)C=C1 (S)-1-(4-methoxybenzyl)-1,2,3,4,5,6,7,8-octahydroisoquinoline